C(=O)C1=C(C=CC2=CC=CC=C12)OCC(=O)OCC ethyl 2-((1-formylnaphthalen-2-yl)oxy)acetate